2,2-diethylthioglycolic acid C(C)C(C(=O)O)(S)CC